C(#N)C1=CC(=NC=C1F)[C@@H](C)NC(CN1C(NC2=CC=C(C(=C2C1)F)F)=O)=O |o1:9| rel-N-[(1R)-1-(4-Cyano-5-fluoropyridin-2-yl)ethyl]-2-(5,6-difluoro-2-oxo-1,4-dihydroquinazolin-3-yl)acetamide